BrC=1C=CC(=NC1C(F)(F)F)NC(OC(C)(C)C)=O tert-butyl (5-bromo-6-(trifluoromethyl)pyridin-2-yl)carbamate